C(CCCCCCCCCCCCCCCCCCC)(=O)O arachidoyl alcohol